OC1=CC2=C(C[Se]C2)C=C1 5-hydroxy-1,3-dihydrobenzo[c]selenophene